CC=1C(=NC(=CC1C(F)(F)F)C)C(=O)OC methyl 3,6-dimethyl-4-(trifluoromethyl)picolinate